((5-(4-fluorophenyl)-6-isopropyl-1-(tetrahydro-2H-pyran-2-yl)-1H-pyrazolo[4,3-g]isoquinolin-8-yl)imino)(methyl)(phenyl)-λ6-sulfanone FC1=CC=C(C=C1)C1=C(N=C(C2=CC3=C(C=C12)C=NN3C3OCCCC3)N=S(=O)(C3=CC=CC=C3)C)C(C)C